N[C@H]1C[C@H](CCC1)C(=O)NC=1SC2=C(N1)C(=CC(=C2)F)F (1S,3R)-3-amino-N-(4,6-difluoro-1,3-benzothiazol-2-yl)cyclohexane-1-carboxamide